NC1=CC(=C(C=C1F)O)OCC1=C(C(=CC=C1OC)F)F 4-amino-2-[(2,3-difluoro-6-methoxyphenyl)methoxy]-5-fluorophenol